C(C)(C)(C)OC(=O)N1[C@H](CCC1)[C@@H](C)F (R)-2-((R)-1-fluoroethyl)pyrrolidine-1-carboxylic acid tert-butyl ester